1-(1-benzylpiperidin-4-yl)-4-{1-[3-chloro-5-(trifluoromethyl)pyridin-2-yl]piperidine-4-carbonyl}piperazine C(C1=CC=CC=C1)N1CCC(CC1)N1CCN(CC1)C(=O)C1CCN(CC1)C1=NC=C(C=C1Cl)C(F)(F)F